[Al].[Li].OC1=C(C2=CC=CC=C2C=C1)C1=C(C=CC2=CC=CC=C12)O 2,2'-dihydroxy-1,1'-binaphthyl lithium aluminum